C1NCC12CC=CC2 2-azaspiro[3.4]oct-6-ene